(R)-5-(1-(1,1-difluoropropan-2-yl)-1H-benzo[d][1,2,3]triazol-6-yl)-4-methoxy-N-(1-(oxetan-3-yl)piperidin-4-yl)pyrrolo[2,1-f][1,2,4]triazin-2-amine FC([C@@H](C)N1N=NC2=C1C=C(C=C2)C=2C=CN1N=C(N=C(C12)OC)NC1CCN(CC1)C1COC1)F